NC1=C(N=CC(=N1)N1CCC(CC1)(C)NC(OC(C)(C)C)=O)SC1=C(C(=CC=C1)NC(CCC(N1CCNCC1)=O)=O)Cl tert-butyl N-{1-[6-amino-5-({2-chloro-3-[4-oxo-4-(piperazin-1-yl)butanamido] phenyl}sulfanyl)pyrazin-2-yl]-4-methylpiperidin-4-yl}carbamate